1-methoxybenzene-13C CO[13C]1=CC=CC=C1